C(C)(CC)N(C(OC(C)(C)C)=O)C1=CC=C(C=C1)CP(=O)(OCC)OCC tert-Butyl sec-Butyl(4-((diethoxyphosphoryl)methyl)phenyl)-carbamate